COC([C@H](NC(=O)N1CCN(CC1)C=1C2=C(N=CN1)NC=C2)CC2=CC=CC=C2)=O (4-(7H-pyrrolo[2,3-D]pyrimidin-4-yl)piperazine-1-carbonyl)-D-phenylalanine methyl ester